3-[4-[(2-methoxyacetyl)amino]phenyl]-N-(2-methoxy-4-pyridyl)-N-methyl-pyrazolo[1,5-a]pyridine-5-carboxamide COCC(=O)NC1=CC=C(C=C1)C=1C=NN2C1C=C(C=C2)C(=O)N(C)C2=CC(=NC=C2)OC